1-chloro-4-fluorobutane ClCCCCF